mono-2-aminoethyl mono-2-methoxyethyl ether COCCOCCN